N-ethyl-N-(2,2,2-trifluoroethyl)lysergamide C(C)N(C(=O)[C@H]1CN(C)[C@@H]2CC3=CNC4=CC=CC(C2=C1)=C34)CC(F)(F)F